(4-((R/S)-1-(((R)-tert-butylsulfinyl)amino)ethyl)-6-(trifluoromethyl)pyridin-2-yl)carbamic acid tert-butyl ester C(C)(C)(C)OC(NC1=NC(=CC(=C1)[C@@H](C)N[S@](=O)C(C)(C)C)C(F)(F)F)=O |&1:13|